spiro[azetidine-3,1-isobenzofuran] C12(OCC3=CC=CC=C13)CNC2